N'-[(2R)-2-benzyloxy-2-(trifluoromethyl)pent-4-enoyl]-3-nitro-5-(trifluoromethyl)pyridine-2-carbohydrazide C(C1=CC=CC=C1)O[C@@](C(=O)NNC(=O)C1=NC=C(C=C1[N+](=O)[O-])C(F)(F)F)(CC=C)C(F)(F)F